CC(C)[Si](C(C)C)C(C)C tri(propan-2-yl)silicon